1-(2-Methoxyethyl)-4-((2S,3S)-2-methylpyrrolidin-3-yl)piperazine dihydrochloride Cl.Cl.COCCN1CCN(CC1)[C@@H]1[C@@H](NCC1)C